CC=1C=C(C=C(C1OCCC)C)C=1C=C2CC(C(C2=CC1)NC(O[C@@H]1CN2CCC1CC2)=O)(C)C (S)-quinuclidin-3-yl (5-(3,5-dimethyl-4-propoxyphenyl)-2,2-dimethyl-2,3-dihydro-1H-inden-1-yl)carbamate